3-benzylsulfanyl-1-bromo-2-chloro-4-(trifluoromethoxy)benzene C(C1=CC=CC=C1)SC=1C(=C(C=CC1OC(F)(F)F)Br)Cl